CN(C)C(ON1N=NC=2C1=NC=CC2)=[N+](C)C [dimethylamino(triazolo[4,5-b]pyridine-3-yloxy)methylene]-dimethyl-ammonium